N=1C=CN2C1C=CC(=C2)C2=CNC=1N=C(N=C(C12)OC)NC1CCC(CC1)(O)C cis-4-((5-(Imidazo[1,2-a]pyridin-6-yl)-4-methoxy-7H-pyrrolo[2,3-d]pyrimidin-2-yl)amino)-1-methylcyclohexan-1-ol